ClC1=NC(=CC(=N1)CS(=O)(=O)N(C)CC1=CC=C(C=C1)OC)N1[C@H](COCC1)CC 1-{2-chloro-6-[(3S)-3-ethylmorpholin-4-yl]pyrimidin-4-yl}-N-[(4-methoxyphenyl)methyl]-N-methylmethanesulfonamide